(E)-2,4-dihydroxy-6-styrylbenzoic acid OC1=C(C(=O)O)C(=CC(=C1)O)\C=C\C1=CC=CC=C1